FC1(CNCC[C@@H]1C1=C(C=C2C(=NN(C2=C1)C)N1C(NC(CC1)=O)=O)F)F [6-[(4R)-3,3-difluoro-4-piperidyl]-5-fluoro-1-methyl-indazol-3-yl]hexahydropyrimidine-2,4-dione